2-(but-1-en-1-yl)tetrahydropyrrole C(=CCC)C1NCCC1